tert-butyl 4-[2-(4-bromoindazol-2-yl)ethyl]piperazine-1-carboxylate BrC=1C2=CN(N=C2C=CC1)CCN1CCN(CC1)C(=O)OC(C)(C)C